(R)-2-aminocyclohexanol NC1[C@@H](CCCC1)O